C(CCCCCC)OCOCCC=CCCCCCCI 10-iodo-3-decenyl heptoxymethyl ether